2-chloro-4-methyl-1-nitrobenzene ClC1=C(C=CC(=C1)C)[N+](=O)[O-]